N[C@H](CCCOC1=CC=C(C(=C1CN1C2=NC=NC(=C2N=C1)N)Cl)Cl)C=1SC(=NN1)C (R)-9-(6-(4-amino-4-(5-methyl-1,3,4-thiadiazol-2-yl)butoxy)-2,3-dichlorobenzyl)-9H-purin-6-amin